FC1=CC=C2C=C(C=CC2=C1C#C[Si](C(C)C)(C(C)C)C(C)C)O[Si](C(C)C)(C(C)C)C(C)C (Sa)-7-fluoro-8-((triisopropylsilyl)ethynyl)-3-((triisopropylsilyl)oxy)naphthalene